BrC=1C=C(C(=NC1OC1CCC(CC1)C(C)C)C)N=CN(C)CC N'-[5-bromo-6-(4-isopropylcyclohexyloxy)-2-methyl-3-pyridinyl]-N-ethyl-N-methylformamidine